tert-butyl 4-(3-(pyrrolidine-1-carbonyl)-5-(trifluoromethyl)pyridin-2-yl)piperazine-1-carboxylate N1(CCCC1)C(=O)C=1C(=NC=C(C1)C(F)(F)F)N1CCN(CC1)C(=O)OC(C)(C)C